2-amino-1-(4-methylpiperazin-1-yl)ethanone hydrochloride Cl.NCC(=O)N1CCN(CC1)C